4-iodo-2-(6-azaspiro[2.5]octan-6-yl)benzoyl chloride IC1=CC(=C(C(=O)Cl)C=C1)N1CCC2(CC2)CC1